5-(((benzyloxy)carbonyl)amino)-3-methyl-3a,4,5,6,8,8a-hexahydro-7H-isoxazolo[5,4-c]azepine-7-carboxylate C(C1=CC=CC=C1)OC(=O)NC1CC2C(CN(C1)C(=O)[O-])ON=C2C